C(C)(C)(C)OC(=O)N1C2CC(C1C(NCC1=CC(=NC(=C1)C=1C=NC(=NC1)C(F)(F)F)Cl)=O)C2.COC2=CC(=CC=C2)C=2SC=CC2 1-methoxy-3-(2-thienyl)benzene tert-butyl-3-(((2-chloro-6-(2-(trifluoromethyl)pyrimidin-5-yl)pyridin-4-yl)methyl)carbamoyl)-2-azabicyclo[2.1.1]hexane-2-carboxylate